tert-Butyl (S)-(tert-butoxycarbonyl)(5-((3-((2-methoxy-3-methylbenzyl)-amino)-4-oxo-4,6,7,8-tetrahydropyrrolo[1,2-a]pyrimidine-6-carboxamido)methyl)-6-methylpyridin-2-yl)carbamate C(C)(C)(C)OC(=O)N(C(OC(C)(C)C)=O)C1=NC(=C(C=C1)CNC(=O)[C@@H]1CCC=2N1C(C(=CN2)NCC2=C(C(=CC=C2)C)OC)=O)C